14-chloro-20,21-difluoro-15-methoxy-17,17-dioxo-10-oxa-17λ6-thia-18-azatetracyclo[17.3.1.112,16.02,7]tetracosa-1(23),2,4,6,12,14,16(24),19,21-nonaen-11-one ClC=1C=C2C(OCCC3=CC=CC=C3C=3C=C(C(=C(NS(C(C1OC)=C2)(=O)=O)C3)F)F)=O